FC1=NC=C(C(=C1)N1CC(OCC1)C)[N+](=O)[O-] 4-(2-fluoro-5-nitropyridin-4-yl)-2-methylmorpholine